C1(CCCC1)NC1=CC=C(C=C1)[C@H]1[C@H](C[C@@H]2[C@H](N1C(C1=C(C=CC=C1C)F)=O)CCC2)C(=O)NC=2C=C1C=NN(C1=CC2)C2CCOCC2 (2R,3S,4aR,7aR)-2-(4-(cyclopentylamino)phenyl)-1-(2-fluoro-6-methylbenzoyl)-N-(1-(tetrahydro-2H-pyran-4-yl)-1H-indazol-5-yl)octahydro-1H-cyclopenta[b]pyridine-3-carboxamide